4-((2s,4s)-2-(3-cyclopropyl-1,2,4-oxadiazol-5-yl)-6,9-dioxo-5-(4-(trifluoro-methyl)benzyl)-5,8-diazaspiro[3.5]nonan-8-yl)-3-fluorobenzonitrile C1(CC1)C1=NOC(=N1)C1CC2(C1)N(C(CN(C2=O)C2=C(C=C(C#N)C=C2)F)=O)CC2=CC=C(C=C2)C(F)(F)F